N-(2-methoxyethyl)-N-methyl-5-(1-(7-methyl-6-phenyl-4a,7a-dihydro-7H-pyrrolo[2,3-d]pyrimidine-5-carbonyl)piperidin-4-yl)pyrazine-2-carboxamide COCCN(C(=O)C1=NC=C(N=C1)C1CCN(CC1)C(=O)C1=C(N(C2N=CN=CC21)C)C2=CC=CC=C2)C